(S)-2-(2-(difluoromethoxy)-5-(2-methoxypropan-2-yl)phenyl)-2-((R)-3-((5-(5,6,7,8-tetrahydro-1,8-naphthyridin-2-yl)pentyl)oxy)pyrrolidin-1-yl)acetic acid FC(OC1=C(C=C(C=C1)C(C)(C)OC)[C@@H](C(=O)O)N1C[C@@H](CC1)OCCCCCC1=NC=2NCCCC2C=C1)F